C(C1=CC=CC=C1)N1C[C@H](C=C2C3=C4C(C[C@@H]12)=CNC4=CC=C3)C(=O)N[C@H](C)CC (6aR,9S)-7-benzyl-N-((R)-sec-butyl)-4,6,6a,7,8,9-hexahydroindolo[4,3-fg]quinoline-9-carboxamide